((2R,5S)-5-amino-5-(methoxymethyl)tetrahydro-2H-pyran-2-yl)((S)-1-(4-fluorophenyl)-3,4-dihydroisoquinolin-2(1H)-yl)methanone N[C@@]1(CC[C@@H](OC1)C(=O)N1[C@H](C2=CC=CC=C2CC1)C1=CC=C(C=C1)F)COC